1,1,2,3,3-pentaethylguanidine C(C)N(C(=NCC)N(CC)CC)CC